4-(trimethylsilyl)-1-butene C[Si](CCC=C)(C)C